D-glucopyranoseonic acid C1([C@H](O)[C@@H](O)[C@H](O)[C@H](O1)CO)C(=O)O